C1(=CC=CC=C1)C1NC(NC(=C1C(=O)C)C)=S 4-phenyl-5-methylcarbonyl-6-methyl-3,4-dihydropyrimidine-2(1H)-thione